C=CCC=CCCC 1,4-octadiene